C(CCCC)C12C(C=CC3C1S3)(O)S2 pentylphenol disulphide